3-(1-amino-2-methylpropan-2-yl)-N-(2-((4-(3-(2-methoxypyridin-4-yl)phenyl)thiazol-2-yl)amino)-2-oxoethyl)benzamide NCC(C)(C)C=1C=C(C(=O)NCC(=O)NC=2SC=C(N2)C2=CC(=CC=C2)C2=CC(=NC=C2)OC)C=CC1